FC(C1=NN=C(O1)C1=CC(=C(C(=C1)F)CN1N=C(N=N1)C1=NC=C(C=N1)N)F)F 2-[2-[[4-[5-(Difluoromethyl)-1,3,4-oxadiazol-2-yl]-2,6-difluorophenyl]methyl]tetrazol-5-yl]pyrimidin-5-amine